ClC1=NC(=CN=C1)OC1=CC=C(C=C1)F 2-chloro-6-(4-fluorophenoxy)pyrazine